COC1=C2C=C(NC2=CC=C1)C(=O)N1[C@@H]([C@@H]2[C@H](C1)CCC2)C(=O)N[C@H](C=O)C[C@H]2C(NCC2)=O (1S,3aR,6aS)-2-(4-methoxy-1H-indole-2-carbonyl)-N-((S)-1-oxo-3-((S)-2-oxopyrrolidin-3-yl)propan-2-yl)octahydrocyclopenta[c]pyrrole-1-carboxamide